6-[4-(2H-pyrazol-3-yl)-phenyl]-pyrimidin N=1NC(=CC1)C1=CC=C(C=C1)C1=CC=NC=N1